C(CCCCCCCCCCCCCCCCCCCCCCC)(=O)OC[C@@H](OO)COP(=O)(O)OCC[N+](C)(C)C 1-Tetracosanoyl-2-hydroxy-sn-glycero-3-phosphorylcholine